1H-pyrrolo[2,3-b]pyridine-1-carboxylic acid tert-butyl ester C(C)(C)(C)OC(=O)N1C=CC=2C1=NC=CC2